[Cl-].C(=C)N1CN(C=C1)CCOCC 1-vinyl-3-ethoxyethyl-imidazole chloride